(1-ethyl-5-fluoro-1H-indazol-3-yl)(4-(2-(trifluoromethyl)phenyl)piperidin-1-yl)methanone C(C)N1N=C(C2=CC(=CC=C12)F)C(=O)N1CCC(CC1)C1=C(C=CC=C1)C(F)(F)F